(E)-N-(4-(benzylamino)-4-oxobut-2-en-2-yl)-N,N-dimethyltetradecan-1-aminium chloride [Cl-].C(C1=CC=CC=C1)NC(/C=C(\C)/[N+](CCCCCCCCCCCCCC)(C)C)=O